nickel-cobalt-aluminum salt [Al].[Co].[Ni]